C(CCCCC)C1=C(C=CC=C1)C(Cl)(C1=C(C=CC=C1)CCCCCC)C1=C(C=CC=C1)CCCCCC tris(hexylphenyl)chloromethane